bis-(2-pyridinyl)amine N1=C(C=CC=C1)NC1=NC=CC=C1